(1R,5S,6r)-N-(Propan-2-yl)-3-[1-(propan-2-yl)-1H-imidazol-4-carbonyl]-3-azabicyclo[3.1.0]hexan-6-carboxamid CC(C)NC(=O)C1[C@H]2CN(C[C@@H]12)C(=O)C=1N=CN(C1)C(C)C